2-((6-Methoxy-2-methyl-1,2,3,4-tetrahydroisoquinolin-7-yl)amino)-4-((2-methyl-1,2,3,4-tetrahydroisoquinolin-5-yl)amino)pyrimidine-5-carboxamide COC=1C=C2CCN(CC2=CC1NC1=NC=C(C(=N1)NC1=C2CCN(CC2=CC=C1)C)C(=O)N)C